6-chloro-4-phenyl-2,7-naphthyridin-1(2H)-one ClC=1C=C2C(=CNC(C2=CN1)=O)C1=CC=CC=C1